ClC=1C=CC(=NC1)NC=1SC=C(N1)C1=C(N=C(S1)NC(OC(C)(C)C)=O)CO tert-butyl N-(5-[2-[(5-chloropyridin-2-yl)amino]-1,3-thiazol-4-yl]-4-(hydroxymethyl)-1,3-thiazol-2-yl)carbamate